C(C)(C)N1C(N(C(C(=C1)C(=O)OCC)=O)C1=NC=CC=C1)=O ethyl 1-isopropyl-2,4-dioxo-3-(pyridin-2-yl)-1,2,3,4-tetrahydropyrimidine-5-carboxylate